methyl 4-(1-methyl-7-oxo-2,3,6,7-tetrahydro-1H-1,4-diazepin-5-yl)benzoate CN1CCN=C(CC1=O)C1=CC=C(C(=O)OC)C=C1